CC(CCC[C@@H](C)[C@H]1CC[C@@]2([C@@H]1CC[C@@H]1[C@]3(CCCC([C@@H]3CC[C@@]21C)(C)C)C)C)C (1R,3aR,3bR,5aS,9aS,9bR,11aR)-1-[(2R)-6-Methylheptan-2-yl]-3a,3b,6,6,9a-pentamethylhexadecahydro-1H-cyclopenta[a]phenanthrene